2-(7-bromo-4-oxoquinazolin-3(4H)-yl)-2-(3-chlorophenyl)acetic acid BrC1=CC=C2C(N(C=NC2=C1)C(C(=O)O)C1=CC(=CC=C1)Cl)=O